racemic-3-((3-butyl-7-(dimethylamino)-3-ethyl-1,1-dioxido-5-phenyl-2,3,4,5-tetrahydro-1,2,5-benzothiadiazepin-8-yl)oxy)propanoic acid C(CCC)[C@]1(NS(C2=C(N(C1)C1=CC=CC=C1)C=C(C(=C2)OCCC(=O)O)N(C)C)(=O)=O)CC |r|